(N-Cyanosulfamoyl)-N2-(3,5-difluoro-3'-(methoxy-d3)-[1,1'-biphenyl]-4-yl)cyclopent-1-ene-1,2-dicarboxamide C(#N)NS(=O)(=O)C1C(=C(CC1)C(=O)N)C(=O)NC1=C(C=C(C=C1F)C1=CC(=CC=C1)OC([2H])([2H])[2H])F